CC1=CC(=NN1)C=O (5-methyl-1H-pyrazol-3-yl)methanone